cis-2-[4-(1-methyl-1H-pyrazol-5-yl)-1-piperidinyl]-6-azaspiro[3.4]octane-6-carboxylic acid ethyl ester citrate monohydrate O.C(CC(O)(C(=O)O)CC(=O)O)(=O)O.C(C)OC(=O)N1CC2(CC(C2)N2CCC(CC2)C2=CC=NN2C)CC1